2-((naphthalene-2-ylmethyl)thio)-5-phenyl-1,3,4-oxadiazole C1=C(C=CC2=CC=CC=C12)CSC=1OC(=NN1)C1=CC=CC=C1